COC=1C=C(CN(C=2SC=C(N2)C(=O)OCC)C)C=CC1 ethyl 2-((3-methoxybenzyl)(methyl)amino)thiazole-4-carboxylate